1-{1-[3-(4,6-difluoro-1H-1,3-benzodiazol-2-yl)-5-(1H-indol-7-yl)pyridin-4-yl]azetidin-3-yl}methanamine FC1=CC(=CC=2NC(=NC21)C=2C=NC=C(C2N2CC(C2)CN)C=2C=CC=C1C=CNC21)F